Isopropyl-phosphabicyclononane C(C)(C)C1P(CCCCCCC1)C1CCCCCCCC1